Cl.ClC1=NC=CC(=C1)CN 1-(2-Chloropyridin-4-yl)methanamin hydrochlorid